4-(2-hydroxyethoxy)phenyl-(2-hydroxy-2-methylpropyl)ketone OCCOC1=CC=C(C=C1)C(C(C)(C)O)C(=O)C(C(C)(O)C)C1=CC=C(C=C1)OCCO